2-Bromo-5-((tetrahydro-2H-pyran-4-yl)methoxy)pyridine-4-formic Acid BrC1=NC=C(C(=C1)C(=O)O)OCC1CCOCC1